FC(C=1C(=C(C=CC1)[C@@H](C)NC1=NC(=NC2=CC3=C(C=C12)N(C(C(O3)(C)C)O)C3CNCC3)C)F)F 4-{[(1R)-1-(3-(difluoromethyl)-2-fluorophenyl)ethyl]amino}-2,8,8-trimethyl-6-(pyrrolidine-3-yl)-6H,7H,8H-[1,4]oxazino[3,2-G]quinazolin-7-ol